CC1=C(C(=C(C1([Hf]C1(C=CC2=CC=3CCCC3C=C12)CC)C)C)C)C pentamethylcyclopentadienyl-(1-ethyl-1,5,6,7-tetrahydro-s-indacenyl)hafnium